5-methyl-2-(oxolan-3-yl)aniline CC=1C=CC(=C(N)C1)C1COCC1